1-benzyl-6-(pyridin-3-yl)-1H-2,1-benzothiazin-4(3H)-one C(C1=CC=CC=C1)N1SCC(C2=C1C=CC(=C2)C=2C=NC=CC2)=O